5-chloro-2-(3-methylisoxazol-4-yl)-4-[(2R)-2-methylpiperazin-1-yl]-1H-pyrimidin-6-one ClC1=C(N=C(NC1=O)C=1C(=NOC1)C)N1[C@@H](CNCC1)C